OC=1C(=CC2=CC=CC=C2C1)C(=O)N/N=C(\C)/CC(C)C (E)-3-hydroxy-N'-(4-methylpentane-2-ylidene)-2-naphthalhydrazide